OCCCNCC(CCCCCCCCCCCC)O N-hydroxypropyl-N-(2-hydroxytetradecyl)amine